OC=1C=C(C2OC3=CC=CC(=C3C(C2)=O)O)C=CC1OCC 3',5-dihydroxy-4'-ethoxyflavanone